COC=1C(=CC2=CN(N=C2C1)C)C(=O)NC=1N=CC(=NC1)N1C[C@@H](N(CC1)C(=O)OC(C)(C)C)C tert-butyl (S)-4-(5-(6-methoxy-2-methyl-2H-indazole-5-carboxamido)pyrazin-2-yl)-2-methylpiperazine-1-carboxylate